C1(CC1)CN1CC[C@]23CCN(CC[C@]2([C@H]1CC1=CC=C(C=C13)OC)O)[C@@H](CC(=O)OCC)C(F)(F)F ethyl (S)-3-((5aS,6R,11bR)-14-(cyclopropylmethyl)-5a-hydroxy-10-methoxy-1,2,5,5a,6,7-hexahydro-6,11b-(epiminoethano) naphtho[1,2-d]azepin-3(4H)-yl)-4,4,4-trifluorobutanoate